FC1=C(C(=C2C=CN(C2=C1)S(=O)(=O)C1=CC=C(C)C=C1)S(=O)(=O)C)OC1=C(C=CC(=C1)C1=NN(C=C1F)CC1=CC=C(C=C1)OC)F 6-fluoro-5-(2-fluoro-5-(4-fluoro-1-(4-methoxybenzyl)-1H-pyrazol-3-yl)phenoxy)-4-(methylsulfonyl)-1-tosyl-1H-indole